3'-TBDMS-uridine [Si](C)(C)(C(C)(C)C)[C@@]1([C@H]([C@@H](O[C@@H]1CO)N1C(=O)NC(=O)C=C1)O)O